N-(4-chloro-2-fluorophenyl)-5-[(2-{[(2,4-dimethoxyphenyl)methyl]amino}-3-fluoropyridin-4-yl)methyl]-4-methoxypyridin-3-amine ClC1=CC(=C(C=C1)NC=1C=NC=C(C1OC)CC1=C(C(=NC=C1)NCC1=C(C=C(C=C1)OC)OC)F)F